ClC1=C(C=C(C=2C(=C3N(C12)CCN(C3)C(CN3C(COCC3)=O)=O)C=3C=NNC3)OCC#N)Cl 2-((6,7-Dichloro-2-(2-(3-oxomorpholino)acetyl)-10-(1H-pyrazol-4-yl)-1,2,3,4-tetrahydropyrazino[1,2-a]indol-9-yl)oxy)acetonitrile